3-((1-(1-(4-methoxybenzyl)-6-oxo-5-(trifluoromethyl)-1,6-dihydropyridazin-4-yl)pyrrolidin-2-yl)methoxy)propionic acid COC1=CC=C(CN2N=CC(=C(C2=O)C(F)(F)F)N2C(CCC2)COCCC(=O)O)C=C1